C(CCCCCCCCCCCCCCC)(=O)OC[C@@H](OC(CCCCCCC\C=C/C\C=C/CCCCC)=O)COO |r| 1-palmitoyl-2-linoleoyl-3-hydroxyl-rac-glycerol